methyl N-[[5-[1-(2,6-difluoro-4-nitrophenyl)-1H-pyrazol-3-yl]-2-methyl-phenyl]methyl]carbamate FC1=C(C(=CC(=C1)[N+](=O)[O-])F)N1N=C(C=C1)C=1C=CC(=C(C1)CNC(OC)=O)C